[Si](C1=CC=CC=C1)(C1=CC=CC=C1)(C(C)(C)C)OCCOCC1=C(C=C(C=C1)CN)F [4-({2-[(tert-butyldiphenylsilyl)oxy]ethoxy}methyl)-3-fluorophenyl]methylamine